C1=CC=CC=2C3=CC=CC=C3C(C12)COC(=O)NC(C(=O)O)CN1CCOCC1 2-({[(9H-fluoren-9-yl)methoxy]carbonyl}amino)-3-(morpholin-4-yl)propanoic acid